4-(allylamino)benzoic acid C(C=C)NC1=CC=C(C(=O)O)C=C1